C(C)(C)C1=NC=CC=C1C=1N=CC2=C(N1)NC1=C2C=CN=C1 (2-Isopropylpyridin-3-yl)-9H-pyrido[4',3':4,5]pyrrolo[2,3-d]pyrimidine